5-(2-(2-(2-(2-(dimethylamino)ethyl)benzo[d]thiazol-5-yl)-5-methylpiperidin-1-yl)-2-oxoacetamido)-2-methoxynicotinamide CN(CCC=1SC2=C(N1)C=C(C=C2)C2N(CC(CC2)C)C(C(=O)NC=2C=NC(=C(C(=O)N)C2)OC)=O)C